CC1=CC=C(C=C1)S(=O)(=O)OC1=CC=C(C=C1)NC(=O)NC1=CC=CC=C1 N-[4-[[(4-methylphenyl)sulfonyl]oxy]phenyl]-N'-phenylurea